C(C)(C)(C)OC(=O)NC=1C(=C(C=C2C=C(N=CC12)NC(NC(C)C)=O)C1=C(C2=C(OCCN2C(=O)OC(C)(C)C)N=C1)C)F tert-Butyl 7-[8-(tert-butoxycarbonylamino)-7-fluoro-3-(isopropylcarbamoylamino)-6-isoquinolyl]-8-methyl-2,3-dihydropyrido[2,3-b][1,4]oxazine-1-carboxylate